1-(2-methoxyethyl)-7-(1H-pyrrolo[2,3-b]pyridin-5-yl)-3,4-dihydropyrazino[2,3-b]pyrazin COCCN1CCNC=2C1=NC(=CN2)C=2C=C1C(=NC2)NC=C1